2-[[2-(2-methoxy-3-pyridyl)pyrrolo[2,3-c]pyridin-6-yl]methyl]-6-methyl-1,3-benzothiazole COC1=NC=CC=C1C=1C=C2C(=CN(C=C2)CC=2SC3=C(N2)C=CC(=C3)C)N1